CC1(CC(CCC1)C(C)OC(C(=O)OC(C)(C)C)(C)C)C tert-butyl 2-(1-(3,3-dimethylcyclohexyl) ethoxy)-2-methylpropionate